C(C)C1=CC=C(CN2C=3N(C4=C(C2=O)CN(CC4)CC4=CC(=CC=C4)C#N)CCCN3)C=C1 6-(4-Ethylbenzyl)-3-(3-cyanobenzyl)-1,2,3,4,6,8,9,10-octahydro-5H-pyrido[3,4-e]pyrimido[1,2-a]pyrimidin-5-one